[1-(5-fluoro-4-methoxy-pyrimidin-2-yl)-4-piperidyl]-(1,3,4,5-tetrahydro-2-benzazepin-2-yl)methanone FC=1C(=NC(=NC1)N1CCC(CC1)C(=O)N1CC2=C(CCC1)C=CC=C2)OC